N1C(NC(C2=CC=CC=C12)=O)=O quinazolin-2,4(1H,3H)-dione